(R)-2-(3-Amino-4,4-difluoropiperidin-1-yl)-1-((5-cyanopyridin-2-yl)methyl)-1H-benzo[d]imidazol-5-carbonitril N[C@@H]1CN(CCC1(F)F)C1=NC2=C(N1CC1=NC=C(C=C1)C#N)C=CC(=C2)C#N